CO[Si]1(N(CCC1)CCCCCCCCCCCC)OC 2,2-dimethoxy-1-n-dodecyl-1-aza-2-silacyclopentane